FC=1C=C2C=CN=C(C2=CC1)\C=N/NC(N(C)C)=S (Z)-2-((6-Fluoroisoquinolin-1-yl)methylene)-N,N-dimethylhydrazine-1-carbothioamide